N(=[N+]=[N-])C(C)(C)C1=CN=C(C2=CN=C(C=C12)Cl)OC1CC(C1)CS(=O)(=O)C 4-(2-azidopropan-2-yl)-6-chloro-1-(3-((methylsulfonyl)methyl)cyclobutoxy)-2,7-naphthyridine